C(C1=CC=CC=C1)OC1C(C(C(C(C1OCC1=CC=CC=C1)OCC1=CC=CC=C1)OCC1=CC=CC=C1)O)O 3,4,5,6-tetra(benzyloxy)-1,2-cyclohexanediol